ClC1=NC=NC(=C1OC1CN(CCC1)C(=O)OC(C)(C)C)Cl tert-butyl 3-((4,6-dichloropyrimidin-5-yl)oxy)piperidine-1-carboxylate